FC1=C(C=CC(=C1)OCC1OC2=CC(=CC=C2CC1)OCCOC)CCC(=O)O 3-(2-fluoro-4-((7-(2-methoxyethoxy)chroman-2-yl)methoxy)phenyl)propanoic acid